6-4-cyanobiphenyl-4-oxy-methyl-hexyl methacrylate C(C(=C)C)(=O)OC(CCCCCOC1(CC=C(C=C1)C1=CC=CC=C1)C#N)C